N[C@H](CC(=O)O)CC1=C(C=CC=C1)Cl (S)-β-amino-4-(2-chlorophenyl)-butyric acid